2-(2-bromophenyl)-N,N-dimethylaminosulfonyl-ethane BrC1=C(C=CC=C1)CCS(=O)(=O)N(C)C